(2,2-dinitropropyl)-2-hexyl caprate O(C(=O)CCCCCCCCC)C(C)CCCCCC(C)([N+](=O)[O-])[N+](=O)[O-]